(1S,2S,3S,4R,6S)-4-(acetoxymethyl)-6-propoxycyclohexane-1,2,3-triyl triacetate C(C)(=O)O[C@@H]1[C@H]([C@H]([C@H](C[C@@H]1OCCC)COC(C)=O)OC(C)=O)OC(C)=O